N-[(6-Amino-2-pyridyl)sulfonyl]-2-(2-ethylpyrrolidin-1-yl)-6-(6-isopropoxy-3-pyridyl)pyridin-3-carboxamid NC1=CC=CC(=N1)S(=O)(=O)NC(=O)C=1C(=NC(=CC1)C=1C=NC(=CC1)OC(C)C)N1C(CCC1)CC